Ethyl (5-Bromo-2-methoxyphenyl)carbamate BrC=1C=CC(=C(C1)NC(OCC)=O)OC